ClC=1C=C(C=CC1F)N(C(=O)[C@H]1N(C([C@H](C1)O)=O)C1=NC(=CC(=C1)C(F)(F)F)C)CC (2s,4s)-N-(3-chloro-4-fluorophenyl)-N-ethyl-4-hydroxy-1-(6-methyl-4-(trifluoromethyl)pyridin-2-yl)-5-oxopyrrolidine-2-carboxamide